CC=1C(C2=CC=CC=C2C(C1C\C=C(/CC\C=C(\CC\C=C(\CCC=C(C)C)/C)/C)\C)=O)=O 2-methyl-3-[(2Z,6E,10E)-3,7,11,15-tetramethylhexadeca-2,6,10,14-tetraen-1-yl]naphthalene-1,4-dione